dibutyl-[4-(butylphenylphosphino)butyl]phosphane oxide C(CCC)P(CCCCP(C1=CC=CC=C1)CCCC)(CCCC)=O